O1[C@H]2[C@H](NCC1)CN(C2)C2=CC=C(C=C2)C2CN(C2)C[C@H]2CN(C[C@H](O2)C)C2=CC(N(C1=NC=CC=C21)C)=O 4-[(2S,6R)-2-[[3-[4-[(4aR,7aR)-3,4,4a,5,7,7a-Hexahydro-2H-pyrrolo[3,4-b][1,4]oxazin-6-yl]phenyl]azetidin-1-yl]methyl]-6-methylmorpholin-4-yl]-1-methyl-1,8-naphthyridin-2-on